(3-formylthiophene-2-yl)boric acid C(=O)C1=C(SC=C1)OB(O)O